[Na].C1(=CC=CC=C1)O.C1(=CC=CC=C1)O diphenol sodium